C(C)(C)(C)OC(=O)N1CC2(C1)CN(C2)C=2C=NC=C(C2)F 6-(5-fluoro-3-pyridinyl)-2,6-diazaspiro[3.3]heptane-2-carboxylic acid tert-butyl ester